homopiperonyl-(homopiperonyl)amine C(CC1=CC=2OCOC2C=C1)NCCC1=CC=2OCOC2C=C1